4,6-dichloro-5-(1,1-difluoro-2-iodo-ethyl)pyrimidin-2-amine ClC1=NC(=NC(=C1C(CI)(F)F)Cl)N